(Z)-N-(4-(1-cyano-2-(pyren-1-yl)vinyl)phenyl)-3,4,5-tris(2-(2-(2-methoxyethoxy)ethoxy)ethoxy)benzamide C(#N)\C(=C/C1=CC=C2C=CC3=CC=CC4=CC=C1C2=C34)\C3=CC=C(C=C3)NC(C3=CC(=C(C(=C3)OCCOCCOCCOC)OCCOCCOCCOC)OCCOCCOCCOC)=O